5-([1,1'-biphenyl]-4-yl-3,4',5-d3)-5,7-dihydroindolo[2,3-b]carbazole-1,2,4,6,8,10,11,12-d8 C1(=CC(=C(C(=C1)[2H])N1C2=C(C=C(C(=C2C2=C(C3=C(C(=C12)[2H])NC1=C(C=C(C(=C13)[2H])[2H])[2H])[2H])[2H])[2H])[2H])[2H])C1=CC=C(C=C1)[2H]